N1-[(2,4-dimethoxyphenyl)methyl]isoquinoline-1,5-diamine COC1=C(C=CC(=C1)OC)CNC1=NC=CC=2C(=CC=CC12)N